C(C)(C)(C)OC(=O)N1CC=2NN=C(C2C1)C(=O)N1CCC(CC1)C1=C(C=CC=C1)C(F)(F)F 3-(4-(2-(trifluoromethyl)phenyl)piperidine-1-carbonyl)-4,6-dihydropyrrolo[3,4-c]pyrazole-5(1H)-carboxylic acid tert-butyl ester